P(=O)(O)(O)O.ClC=1C(=C(C(=O)OCC)C(=CC1)Cl)OC ethyl 3,6-dichloro-2-methoxybenzoate dihydrogenphosphate